NCCC(=O)N1C(CC(CC1(C)C)OC=1N=NC(=CC1)C1=C(C=C(C=C1)C=1C=NNC1)O)(C)C 3-amino-1-(4-((6-(2-hydroxy-4-(1H-pyrazol-4-yl)phenyl)pyridazin-3-yl)oxy)-2,2,6,6-tetramethylpiperidin-1-yl)propan-1-one